(4-(3-amino-1H-indazol-5-yl)pyridine-2-yl)-3-(pyridine-3-ylmethyl)urea NC1=NNC2=CC=C(C=C12)C1=CC(=NC=C1)NC(=O)NCC=1C=NC=CC1